OC(=O)C(F)(F)F.CCCCCCCC Octane TFA salt